C1(=CC=CC=C1)O.C1(=CC=CC=C1)O.[N].[N] Dinitrogen bisphenol